(Z)-1-(4-amino-2-fluorobut-2-en-1-yl)-4-(3-(N-cyclopropylsulfamoyl)phenyl)-N-methyl-1H-benzo[d][1,2,3]triazole-6-carboxamide hydrochloride Cl.NC\C=C(\CN1N=NC2=C1C=C(C=C2C2=CC(=CC=C2)S(NC2CC2)(=O)=O)C(=O)NC)/F